BrC1=CC=C2C(=NC(=NC2=C1C)Cl)N1C(COCCC1)=O 4-(7-bromo-2-chloro-8-methyl-quinazolin-4-yl)-1,4-oxaazepan-3-one